C(C)N1CCC(CC1)CN1N=C2C3=C(CCC2=C1)OC(=C3C(F)(F)F)C(=O)OCC Ethyl 2-[(1-ethylpiperidin-4-yl) methyl]-8-(trifluoromethyl)-4,5-dihydro-2H-furo[2,3-g]indazole-7-carboxylate